(S)-quinuclidin-3-yl (7-bromo-4-methylchroman-4-yl)carbamate BrC1=CC=C2C(CCOC2=C1)(C)NC(O[C@@H]1CN2CCC1CC2)=O